(hydroxy)lysine ON[C@@H](CCCCN)C(=O)O